trans-glutamate N[C@@H](CCC(=O)[O-])C(=O)[O-]